C(=O)C1=CC=C(C=C1)C1=CC=C(C2=NSN=C21)C2=CC=C(C=C2)C=O 4,7-di(4-formylphenyl)-2,1,3-Benzothiadiazole